2-((difluoromethyl)thio)benzo[d]thiazole FC(SC=1SC2=C(N1)C=CC=C2)F